O=S1(C[C@@H](C=C1)NC(=O)C=1C(NC2=CC(=CC=C2C1)CCC)=O)=O (R)-N-(1,1-dioxido-2,3-dihydrothiophen-3-yl)-2-oxo-7-propyl-1,2-dihydroquinoline-3-carboxamide